(R)-1-(7-(8-ethyl-7-fluoro-3-hydroxynaphthalen-1-yl)-8-fluoro-2-(((3R,7aR)-3-(hydroxymethyl)hexahydro-1H-pyrrolizin-7a-yl)methoxy)pyrido[4,3-d]pyrimidin-4-yl)-3-methylpiperidin-3-ol C(C)C=1C(=CC=C2C=C(C=C(C12)C1=C(C=2N=C(N=C(C2C=N1)N1C[C@@](CCC1)(O)C)OC[C@@]12CCCN2[C@H](CC1)CO)F)O)F